(S or R)-N-(2-((6-chloro-2-(3-(dimethylamino)azetidin-1-yl)-8-fluoro-7-(3-hydroxynaphthalen-1-yl)quinazolin-4-yl)(methyl)amino)ethyl)acetamide ClC=1C=C2C(=NC(=NC2=C(C1C1=CC(=CC2=CC=CC=C12)O)F)N1CC(C1)N(C)C)N(CCNC(C)=O)C